1,4-Bis(hydroxymethyl)cyclohexane tert-butyl-(2R,5S)-4-(5-(azetidin-1-yl)-7-(3,5-difluorophenyl)-7H-pyrrolo[2,3-d]pyrimidin-4-yl)-2,5-dimethylpiperazine-1-carboxylate C(C)(C)(C)OC(=O)N1[C@@H](CN([C@H](C1)C)C=1C2=C(N=CN1)N(C=C2N2CCC2)C2=CC(=CC(=C2)F)F)C.OCC2CCC(CC2)CO